4-(2-hydroxyphenyl)-2,2-dimethylbutyric acid methyl ester COC(C(CCC1=C(C=CC=C1)O)(C)C)=O